(3-glycidoxypropyl)-pentamethyldisiloxane C(C1CO1)OCCC[Si](O[Si](C)(C)C)(C)C